[Si](C)(C)(C(C)(C)C)OC1CC2(C1)CCC(CC2)CS(=O)(=O)[O-] [2-[tert-butyl(dimethyl)silyl]oxyspiro[3.5]nonan-7-yl]methanesulfonate